3-[4-(Tetradecyloxy)phenyl]-1-[4-[(2,4-dihydroxybenzylidene)amino]phenyl]-2-propene-1-one C(CCCCCCCCCCCCC)OC1=CC=C(C=C1)C=CC(=O)C1=CC=C(C=C1)N=CC1=C(C=C(C=C1)O)O